(E)-N-(4-(1-(4-(4-(5-((2-(2,6-dioxopiperidin-3-yl)-1,3-dioxoisoindolin-5-yl)thio)pentyl)piperazin-1-yl)benzoyl)piperidin-4-yl)butyl)-3-(pyridin-3-yl)acrylamide O=C1NC(CCC1N1C(C2=CC=C(C=C2C1=O)SCCCCCN1CCN(CC1)C1=CC=C(C(=O)N2CCC(CC2)CCCCNC(\C=C\C=2C=NC=CC2)=O)C=C1)=O)=O